CC1=C(C=C(C=C1)NC(=O)N1[C@@H]2CN([C@H](C1)C2)C(=O)OC(C)(C)C)C2=NC=CC=C2 (1S,4S)-tert-Butyl 5-((4-methyl-3-(pyridin-2-yl)phenyl)carbamoyl)-2,5-diazabicyclo[2.2.1]heptane-2-carboxylate